methyl-sulfonyl-(piperazin-2-yl)benzoic acid CS(=O)(=O)C=1C(=C(C(=O)O)C=CC1)C1NCCNC1